C(C)C1(NC2=C3N=C(C=CC3=CC=C2C=C1)C(=O)N(CCCCCCCC)CCCCCCCC)C(=O)NC1=C(C=CC=C1)C 2-ethyl-N9,N9-dioctyl-N2-tolyl-1,10-phenanthroline-2,9-diamide